C(C)OC(=O)C1=C(N=C(S1)NC1=NC(=CC(=N1)N1CC(CCC1)CO)N(C)CC1=CC(=C(C(=C1)OC)OC)OC)C 2-[[4-[3-hydroxymethylpiperidin-1-yl]-6-[[N-[(3,4,5-trimethoxyphenyl)methyl]]-N-(methyl)amino]-2-pyrimidinyl]amino]-4-methyl-5-thiazolecarboxylic acid ethyl ester